OC1CCC(CC1)NC(OC1=CC=C(C=C1)[N+](=O)[O-])=O 4-nitrophenyl ((1r,4r)-4-hydroxycyclohexyl)carbamate